Tert-butyl (6-(((3-((6-chloro-3-((methyl-d3)carbamoyl)pyridazin-4-yl)amino)-4-methoxy-5-(1-methyl-1H-pyrazol-3-yl)benzyl)oxy)methyl)-5-fluoropyridin-2-yl)(4-methoxybenzyl)carbamate ClC1=CC(=C(N=N1)C(NC([2H])([2H])[2H])=O)NC=1C=C(COCC2=C(C=CC(=N2)N(C(OC(C)(C)C)=O)CC2=CC=C(C=C2)OC)F)C=C(C1OC)C1=NN(C=C1)C